C1(CC1)CN([C@@H]1[C@H](CCC1)OC=1C=C2CN(C(C2=CC1)=O)C1C(NC(CC1)=O)=O)CC1CC1 3-(5-(((1S,2S)-2-(bis(cyclopropylmethyl)amino)cyclopentyl)oxy)-1-oxoisoindolin-2-yl)piperidine-2,6-dione